ethyldimethylpropylphosphonium C(C)[P+](CCC)(C)C